7-chloro-6-(2,6-difluorophenyl)-8-methyl-1-pyrimidin-4-yl-4H-[1,2,4]triazolo[4,3-a][1,4]benzodiazepine ClC1=C(C=CC2=C1C(=NCC=1N2C(=NN1)C1=NC=NC=C1)C1=C(C=CC=C1F)F)C